C(=O)(OC(C)(C)C)N1[C@@H](CCCC1)CC(=O)O (S)-1-BOC-2-piperidineacetic acid